ClC1=C(C=CC=C1)NNC(C(C)N1N=CC(=C1)C1=CC(=CC=2C(C3=CC=CC=C3C12)(C(F)(F)F)O)OC)=O N'-(2-chlorophenyl)-2-(4-(9-hydroxy-2-methoxy-9-(trifluoromethyl)-9H-fluoren-4-yl)-1H-pyrazol-1-yl)propanehydrazide